N-ethyl-N-(pyridazin-4-yl)-1-(3-(methylthio)butan-2-yl)-5-difluoromethyl-1H-pyrazole-4-thiocarboxamide C(C)N(C(=S)C=1C=NN(C1C(F)F)C(C)C(C)SC)C1=CN=NC=C1